4-(2-fluoro-6-methoxyphenyl)-2-(6-(piperidin-4-ylamino)pyridin-2-yl)-2,3-dihydro-1H-pyrrolo[3,4-c]pyridin-1-one FC1=C(C(=CC=C1)OC)C1=NC=CC2=C1CN(C2=O)C2=NC(=CC=C2)NC2CCNCC2